FC(C)(F)C1=NC(=C(C(=N1)C)S(=O)(=O)N1CC2(C1)CN(C2)CC2(COC2)C)C 2-((2-(1,1-difluoroethyl)-4,6-dimethylpyrimidin-5-yl)sulfonyl)-6-((3-methyloxetan-3-yl)methyl)-2,6-diazaspiro[3.3]heptane